BrC1=CC(=C2C(N(C=NC2=C1)C1CN(CCC1)C(=O)OC(C)(C)C)=O)F tert-Butyl 3-(7-bromo-5-fluoro-4-oxoquinazolin-3(4H)-yl)piperidine-1-carboxylate